rac-N-((trans)-2,2-dimethyl-3-((6-(1-methyl-1H-pyrazol-4-yl)pyrazolo[1,5-a]pyrazin-4-yl)oxy)cyclobutyl)-N-methylacrylamide CC1([C@H](C[C@@H]1OC=1C=2N(C=C(N1)C=1C=NN(C1)C)N=CC2)N(C(C=C)=O)C)C |r|